2,3-bis(bromomethyl)-6-methoxyquinoxaline 1,4-dioxide BrCC1=[N+](C2=CC=C(C=C2[N+](=C1CBr)[O-])OC)[O-]